4-(ethoxycarbonyl)-6,6-dimethyl-2-oxo-1,2,5,6-tetrahydropyridin-3-yl triflate O(S(=O)(=O)C(F)(F)F)C=1C(NC(CC1C(=O)OCC)(C)C)=O